(2S,4S)-4-fluoro-1-[2-[(3R)-3-(8-quinolinylamino)pyrrolidin-1-yl]acetyl]pyrrolidine-2-carbonitrile F[C@H]1C[C@H](N(C1)C(CN1C[C@@H](CC1)NC=1C=CC=C2C=CC=NC12)=O)C#N